7-chloro-4-(2,6-diisopropylphenyl)-6-(2-fluorophenyl)-1,4-dihydropyrido[2,3-b]pyrazine-2,3-dione ClC1=CC2=C(N(C(C(N2)=O)=O)C2=C(C=CC=C2C(C)C)C(C)C)N=C1C1=C(C=CC=C1)F